N1=NC=NC2=C1N=CO2 oxazolo[5,4-e]-1,2,4-triazine